C1(CC1)C(N1CC2=CC=CC(=C2C1=O)NC(=O)C=1C=2CCC(C2C(=CC1)F)=O)C1CC1 N-(2-(dicyclopropylmethyl)-3-oxoisoindolin-4-yl)-7-fluoro-1-oxo-2,3-dihydro-1H-indene-4-carboxamide